N-methyl-trifluoroacetamide CNC(C(F)(F)F)=O